1-Isopropyl-3-methyl-7-(4-((4-(methylsulfonyl)piperidin-1-yl)methyl)phenyl)-8-phenyl-6-(phenylsulfonyl)-3,6-dihydroimidazo[4,5-d]pyrrolo[2,3-b]pyridin C(C)(C)N1CN(C=2C1=C1C(=NC2)N(C(=C1C1=CC=CC=C1)C1=CC=C(C=C1)CN1CCC(CC1)S(=O)(=O)C)S(=O)(=O)C1=CC=CC=C1)C